(E)-diazen-1,2-diylbis(piperidin-1-ylmethanone) N(=N\C(=O)N1CCCCC1)/C(=O)N1CCCCC1